COC1=NC=CC(=C1)N1CC2=C(C=C(C=C2CC1)C=1C=C2C(=NC1)NC=C2C)[C@H]2NCCC2 (S)-2-(2-methoxypyridin-4-yl)-6-(3-methyl-1H-pyrrolo[2,3-b]pyridin-5-yl)-8-(Pyrrolidin-2-yl)-1,2,3,4-tetrahydroisoquinoline